formyllauroyl-lysine C(=O)N([C@@H](CCCCN)C(=O)O)C(CCCCCCCCCCC)=O